(S)-3-(6-methoxypyridin-3-yl)-3-(3-(3-(5,6,7,8-tetrahydro-1,8-naphthyridin-2-yl)propyl)-1H-pyrazol-1-yl)propionic acid COC1=CC=C(C=N1)[C@H](CC(=O)O)N1N=C(C=C1)CCCC1=NC=2NCCCC2C=C1